9-(allyloxy)-2-chloro-6,7-dihydro-4H-pyrimido[6,1-a]isoquinoline C(C=C)OC=1C=C2CCN3C(C2=CC1)=CC(=NC3)Cl